S(=O)(=O)(OCC1CCS(O1)(=O)=O)OCC(F)(F)F (2,2-dioxido-1,2-oxathiolan-5-yl)methyl (2,2,2-trifluoroethyl) sulfate